(S)-4-Amino-1-(pyridin-3-yl)chloro-butan NCCC[C@@H](C=1C=NC=CC1)Cl